C1(CCCCCCC1)C=1C=C(C=2CCC(OC2C1)(C)C)O 7-Cyclooctyl-2,2-dimethyl-3,4-dihydrochromen-5-ol